NC1=C2N(C(N(C2=NC=N1)[C@H]1[C@@H](CN(CC1)C1CCN(CC1)C(=O)OC(C)(C)C)F)=O)C1=CC=C(C=C1)OC1=CC=CC=C1 |o1:10,11| rel-tert-butyl (3R,4R)-4-[6-amino-8-oxo-7-(4-phenoxyphenyl) purin-9-yl]-3-fluoro-[1,4'-bipiperidine]-1'-carboxylate